ethyl (S)-2-((5-chloro-2-((7-(pyrrolidin-1-yl)-6,7,8,9-tetrahydro-5H-benzo[7]annulen-2-yl)amino) pyrimidin-4-yl)amino)nicotinate ClC=1C(=NC(=NC1)NC=1C=CC2=C(CC[C@H](CC2)N2CCCC2)C1)NC1=C(C(=O)OCC)C=CC=N1